1,3-diethylimidazole bis(trifluoromethanesulfonyl)imide salt [N-](S(=O)(=O)C(F)(F)F)S(=O)(=O)C(F)(F)F.C(C)N1CN(C=C1)CC